1-fluoro-N-((6S,7S)-5-((R)-2-fluoro-3-methoxy-2-methylpropanoyl)-6-((2-fluoro-[1,1'-biphenyl]-3-yl)methyl)-5-azaspiro[2.4]heptan-7-yl)methanesulfonamide FCS(=O)(=O)N[C@@H]1[C@@H](N(CC12CC2)C([C@](COC)(C)F)=O)CC=2C(=C(C=CC2)C2=CC=CC=C2)F